C(C)(C)(C)C1=C2C(=NC(=NC2=C(C(=C1I)Br)F)Cl)N([C@@H]1CN(CC1)C(=O)[O-])C (3S)-3-[(Tert-butyl 7-bromo-2-chloro-8-fluoro-6-iodoquinazolin-4-yl)(methyl)amino]pyrrolidine-1-carboxylate